C1(CC1)N1C(=NC(=C1)C(F)(F)F)C1=CC=C(C=C1)CN1C(C(=CC2=C1N=C(N=C2)C=2C(=NC=NC2OC)C2CC2)C=2C(=NN(C2C)C)C)=O 8-({4-[1-cyclopropyl-4-(trifluoromethyl)imidazol-2-yl]phenyl}methyl)-2-(4-cyclopropyl-6-methoxypyrimidin-5-yl)-6-(1,3,5-trimethylpyrazol-4-yl)pyrido[2,3-d]pyrimidin-7-one